N-(1-Cyanocyclopropyl)-9-(5-(difluoromethyl)-1,3,4-thiadiazol-2-yl)-4-((1R,4R)-5-isobutyryl-2,5-diazabicyclo[2.2.2]octan-2-yl)-9H-pyrimido[4,5-b]indole-7-sulfonamide C(#N)C1(CC1)NS(=O)(=O)C1=CC=C2C3=C(N(C2=C1)C=1SC(=NN1)C(F)F)N=CN=C3N3[C@H]1CN([C@@H](C3)CC1)C(C(C)C)=O